(4-((3,6-dichloro-9H-carbazol-9-yl)methyl)benzyl)phosphonic acid ClC=1C=CC=2N(C3=CC=C(C=C3C2C1)Cl)CC1=CC=C(CP(O)(O)=O)C=C1